CNC(C)(C)[2H] N-methylpropan-2-d-2-amine